1,5-dibutyl-pentamethylene diisocyanate C(CCC)C(CCCC(CCCC)N=C=O)N=C=O